CC1=C(C=CC(=C1)C)C1=NC(=NC(=N1)C1=C(C=C(C=C1)C)C)C1=C(C=C(C=C1)OC(C=C)=O)O.C(C=C)[Si](OCC(C)C)(OCC(C)C)CC=C di(2-propenyl)diisobutoxysilane 4-(4,6-bis(2,4-dimethylphenyl)-1,3,5-triazin-2-yl)-3-hydroxyphenyl-acrylate